O[C@H]1[C@H](O)[C@@H](O)[C@H](O)[C@H](O1)C(=O)[O-] beta-D-glucuronate